3-[2-amino-5-(1,6-dimethylpyrrolo[2,3-b]pyridin-4-yl)thiazol-4-yl]benzonitrile NC=1SC(=C(N1)C=1C=C(C#N)C=CC1)C1=C2C(=NC(=C1)C)N(C=C2)C